CC(CN1N=C(C=C1)[N+](=O)[O-])(C)O 2-Methyl-1-(3-nitropyrazol-1-yl)propan-2-ol